C1=CC=CC=2C3=CC=CC=C3C(C12)COC(=O)N1[C@@H](CC(C1)(F)F)C(=O)O (2S)-1-(9H-fluoren-9-yl-methoxycarbonyl)-4,4-difluoropyrrolidin-2-carboxylic acid